FC(C1CN(CCC1)C1=NC=CC=C1N)(F)F 2-(3-trifluoromethylpiperidin-1-yl)pyridin-3-amine